rac-2-benzylamino-2,5,5-trimethylhexanoic acid C(C1=CC=CC=C1)N[C@@](C(=O)O)(CCC(C)(C)C)C |r|